C[Si](C)(C)N[Si](N[Si](C)(C)C)(N[Si](C)(C)C)N[Si](C)(C)C tetrakis(trimethylsilylamino)silane